C(C)(=O)OCCCC Normal-butyl acetate